BrC1=CC=C(C=C1)S(=O)(=O)CC(=O)C1=CC=CC=C1 2-(4-bromophenylsulfonyl)acetophenone